C(C)(C)(C)OC(=O)N1C(CCCC1)N(CC)C1=C(C(=CC(=C1)Br)C(=O)OC)C ((5-bromo-3-(methoxycarbonyl)-2-methylphenyl)(ethyl)amino)piperidine-1-carboxylic acid tert-butyl ester